BrC=1C=CC2=C(C(=NCC=3N2N=C(C3)C(=O)O)C3=C(C=CC=C3)F)C1 8-bromo-6-(2-fluorophenyl)-4H-pyrazolo[1,5-a][1,4]benzodiazepine-2-carboxylic acid